C1(CC1)C(=O)NC=1C(=C(C(=O)O)C=CC1)N1CC(CC(C1)C)C (cyclopropanecarbonylamino)-2-(3,5-dimethylpiperidin-1-yl)benzoic acid